(S)-3-Fluoro-N-methyl-N-(3-methyl-1-(pyrrolidin-1-yl)butan-2-yl)-5-(trifluoromethyl)benzamide FC=1C=C(C(=O)N([C@H](CN2CCCC2)C(C)C)C)C=C(C1)C(F)(F)F